3'-Deoxy-3',4'-didehydro-cytidine triphosphate P(O)(=O)(OP(=O)(O)OP(=O)(O)O)OCC1=C[C@H]([C@@H](O1)N1C(=O)N=C(N)C=C1)O